1-(((1r,4S)-4-methoxycyclohexyl)-5-(methylsulfonyl)-1H-benzo[d]imidazol-2-yl)piperidin-2-one COC1CCC(CC1)N1C(=NC2=C1C=CC(=C2)S(=O)(=O)C)N2C(CCCC2)=O